ClC=1C=C(C(=NC1)C(C(=O)OCC)C=1N(N=C(C1)C(F)F)CC1=CC=C(C=C1)OC)F ethyl 2-(5-chloro-3-fluoro-2-pyridyl)-2-[5-(difluoromethyl)-2-[(4-methoxyphenyl)-methyl]pyrazol-3-yl]acetate